BrC1=C(C=C2C(=NNC2=C1)F)F 6-bromo-3,5-difluoro-1H-indazole